NC=1C=CC(=C(C1)[C@@H](C(=O)O)C)C1=CC2=C(C=N1)N=NN2[C@H](C)C2=C(C(=CC=C2Cl)C2CC2)Cl (S)-2-(5-amino-2-(1-((R)-1-(2,6-dichloro-3-cyclopropylphenyl)ethyl)-1H-[1,2,3]triazolo[4,5-c]pyridin-6-yl)phenyl)propanoic acid